6-chloro-1-ethyl-1H-pyrazolo[3,4-d]pyrimidine ClC1=NC=C2C(=N1)N(N=C2)CC